(S)-1-((7-cyano-2-(3'-(3-(((S)-3-hydroxypyrrolidin-1-yl)methyl)-1,7-naphthyridin-8-ylamino)-2,2'-dimethylbiphenyl-3-yl)benzo[d]oxazol-5-yl)methyl)pyrrolidine-2-carboxylic acid C(#N)C1=CC(=CC=2N=C(OC21)C=2C(=C(C=CC2)C2=C(C(=CC=C2)NC=2N=CC=C1C=C(C=NC21)CN2C[C@H](CC2)O)C)C)CN2[C@@H](CCC2)C(=O)O